C[C@@H]1[C@@H](C[C@@H](C(N1CC(F)(F)F)=O)NC(OC(C)(C)C)=O)C1=CC=CC=C1 tert-Butyl ((3S,5S,6R)-6-methyl-2-oxo-5-phenyl-1-(2,2,2-trifluoroethyl)piperidin-3-yl)carbamate